(4-((1-isopropylpiperidin-4-yl)amino)-2-((4-(4-methylpiperazin-1-yl)phenyl)amino)-7H-pyrrolo[2,3-d]pyrimidin-5-yl)methanone C(C)(C)N1CCC(CC1)NC=1C2=C(N=C(N1)NC1=CC=C(C=C1)N1CCN(CC1)C)NC=C2C=O